methyl 6-chloro-3-[4-[[(2R,4S)-4-hydroxy-1-methyl-pyrrolidin-2-yl]methoxy]anilino]-5-methylpyrazine-2-carboxylate ClC1=C(N=C(C(=N1)C(=O)OC)NC1=CC=C(C=C1)OC[C@@H]1N(C[C@H](C1)O)C)C